C1N(CC2=CC=CC=C12)CC1=CC(C(=CO1)OCC1=CC=C(C(=O)N(C)C)C=C1)=O 4-(((6-(isoindolin-2-ylmethyl)-4-oxo-4H-pyran-3-yl)oxy)methyl)-N,N-dimethyl-benzamide